C1=CC=C2C(=C1)C3=CC=CC=C3C(=O)C2=O Phenanthrenequinone